CC1(C(NC2=CC(=CC=C12)C1=C2CN(C(C2=CC=C1)=O)CC(C#N)=C)=O)C 2-[[4-(3,3-dimethyl-2-oxo-indolin-6-yl)-1-oxo-isoindolin-2-yl]methyl]prop-2-enenitrile